COC(=O)C=1SC=CC1N(C)C(=O)OC(C)(C)C ((tert-butoxyformyl)(methyl)amino)thiophene-2-carboxylic acid methyl ester